COC1=CC(=CC2=C1OC(CO2)C=2C=NC(=CC2)COC)CN2C=NC=1C2=NC=CC1 3-((8-methoxy-2-(6-(methoxymethyl)pyridin-3-yl)-2,3-dihydrobenzo[b][1,4]dioxin-6-yl)methyl)-3H-imidazo[4,5-b]pyridine